OC(C(=O)NC1=C(C2=C(C(OC(C2)(C)C)(C)C)S1)C(=O)N)CC(C)C 2-[(2-hydroxy-4-methyl-pentanoyl)amino]-5,5,7,7-tetramethyl-4H-thieno[2,3-c]pyran-3-carboxamide